(2-((S)-2,2-dimethylcyclopropane-1-carbonyl)-8-ethynyl-2,6-diazaspiro[3.4]octan-6-yl)(thiazol-5-yl)methanone CC1([C@H](C1)C(=O)N1CC2(C1)CN(CC2C#C)C(=O)C2=CN=CS2)C